(+)-2,3-di-p-toluoyloxysuccinic acid C1(=CC=C(C=C1)C(=O)OC(C(=O)O)C(C(=O)O)OC(=O)C1=CC=C(C=C1)C)C